bis(propylamino)dimethylsilane C(CC)N[Si](C)(C)NCCC